1-[4-[benzoylphenylsulpho]phenyl]-2-methyl-2-(4-methylphenylsulphonyl)propan-1-one C(C1=CC=CC=C1)(=O)C1=C(C=CC=C1)OS(=O)(=O)C1=CC=C(C=C1)C(C(C)(S(=O)(=O)C1=CC=C(C=C1)C)C)=O